2-(4-bromophenyl)-7-(trifluoromethyl)-3,4-dihydroquinazoline-4-carboxylic acid BrC1=CC=C(C=C1)C1=NC2=CC(=CC=C2C(N1)C(=O)O)C(F)(F)F